pyrimidin-5-yl-Sulfane N1=CN=CC(=C1)S